C(C)(=O)OC(CCCCCC)CCCCC (Z)-dodeca-7-yl acetate